1-(2-chloro-5-(2-(3-pyridyl)ethynyl)-4-pyridyl)-4-methyl-piperidin-4-ol ClC1=NC=C(C(=C1)N1CCC(CC1)(O)C)C#CC=1C=NC=CC1